CC(C)(C)OC(=O)N1C(CCC1)C=1C=NC(=CC1)C=1OC(=NN1)CCl {6-[5-(chloromethyl)-1,3,4-oxadiazol-2-yl]pyridin-3-yl}tetrahydropyrrole-1-carboxylic acid 2-methylpropan-2-yl ester